C(C)(C)C=1C(=NC=CC1)O[C@@H]1C[C@@H](CC1)C1=CC(=NN1)C=1C(=NC=CN1)N (5-((1R,3S)-3-((3-isopropylpyridin-2-yl)oxy)cyclopentyl)-1H-pyrazol-3-yl)pyrazin-2-amine